N-(1,2,3,4-tetrahydronaphthalen-2-yl)-1,1-bis(4-(tributylsilyl)phenyl)phosphanamine C1C(CCC2=CC=CC=C12)NP(C1=CC=C(C=C1)[Si](CCCC)(CCCC)CCCC)C1=CC=C(C=C1)[Si](CCCC)(CCCC)CCCC